(2S)-N-((2S)-1-((5'S)-5'-cyano-5-oxo-4,5-dihydro-7H-spiro[pyrazolo[1,5-a]pyrimidine-6,3'-pyrrolidin]-1'-yl)-4-methyl-1-oxopentan-2-yl)-N-methyl-2-(2,2,2-trifluoroacetamido)propanamide C(#N)[C@@H]1CC2(CN1C([C@H](CC(C)C)N(C([C@H](C)NC(C(F)(F)F)=O)=O)C)=O)C(NC=1N(C2)N=CC1)=O